N-[6-bromo-2-iodo-3-(2,2,2-trifluoroethyl)imidazo[1,2-a]pyridin-8-yl]-1-methylpiperidin-4-amine BrC=1C=C(C=2N(C1)C(=C(N2)I)CC(F)(F)F)NC2CCN(CC2)C